1-(cyclopropylmethyl)-N-((6-methyl-5-(pyrazolo[1,5-a]pyridin-5-yl)-2,3-dihydro-1H-inden-4-yl)carbamoyl)-1H-pyrazole-3-sulfonamide C1(CC1)CN1N=C(C=C1)S(=O)(=O)NC(NC1=C2CCCC2=CC(=C1C1=CC=2N(C=C1)N=CC2)C)=O